tert-butyl 4-(4-(6-amino-5-(5-(pyridin-3-yl)-1,3,4-oxadiazol-2-yl)pyridin-3-yl)-1H-pyrazol-1-yl)piperidine-1-carboxylate NC1=C(C=C(C=N1)C=1C=NN(C1)C1CCN(CC1)C(=O)OC(C)(C)C)C=1OC(=NN1)C=1C=NC=CC1